O=C1N(C(C=C1)=O)CCC(=O)NCCOCCOCCC(=O)N[C@@H](CS)C(=O)O N-{3-[2-(2-{[3-(2,5-dioxo-2,5-dihydro-1H-pyrrol-1-yl)propanoyl]amino}ethoxy)ethoxy]propanoyl}-L-cysteine